FC(OC1=NC(=CC=C1NC(=O)C1(CN(C1)C=1C=NC(=NC1)C1(CC1)C(=O)O)C1=C(C=CC=C1)C(C)C)C)F 1-(5-(3-((2-(difluoromethoxy)-6-methylpyridin-3-yl)carbamoyl)-3-(2-isopropylphenyl)azetidin-1-yl)pyrimidin-2-yl)cyclopropane-1-carboxylic acid